C1(=CC=CC=C1)C(OCC1CCCCO1)(C1=CC=CC=C1)C1=CC=CC=C1 6-((triphenylmethoxy)methyl)tetrahydro-2H-pyran